bismuth Lanthanum [La].[Bi]